C(OC(C)OC=1N=NC(=CC1C(C([2H])([2H])[2H])(C([2H])([2H])[2H])[2H])OC1=C(C=C(C=C1Cl)N1N=C(C(NC1=O)=O)C#N)Cl)(OC(C)C)=O 1-((6-(2,6-dichloro-4-(6-cyano-3,5-dioxo-4,5-dihydro-1,2,4-triazin-2(3H)-yl)phenoxy)-4-(propane-2-yl-d7)pyridazin-3-yl)oxy)ethyl isopropyl carbonate